C1=CC=CC=2C3=CC=CC=C3C(=CC12)C1=C(C=CC=C1)NC1=CC2=CC=C3C=CC=C4C=CC(=C1)C2=C43 N-(2-(phenanthren-9-yl)phenyl)pyren-2-amine